BrC=1C(=NC(=CC1)Cl)CC1(CCN(CC1)C(=O)OC(C)(C)C)C(=O)O 4-((3-bromo-6-chloropyridin-2-yl)methyl)-1-(tert-butoxycarbonyl)piperidine-4-carboxylic acid